C(C)NC(=O)C1CN(CCO1)S(=O)(=O)C N-ethyl-4-(methylsulfonyl)morpholine-2-carboxamide